C(C)(=O)C1=NC=C2N1C=CC(=C2)C(=O)OC methyl 3-acetylimidazo[1,5-a]pyridine-7-carboxylate